C[Si](C)(C)C#CC1=CC=CC2=C1CC1=NC=CC=C1CO2 10-((trimethylsilyl)ethynyl)-5,11-dihydrobenzo[6,7]oxepino[4,3-b]pyridine